C(CC)N1C(C2C3C=CC(C2C1=O)C3=O)=O 4-(n-propyl)-4-aza-10-oxo-tricyclo[5.2.1.02,6]-8-decene-3,5-dione